1-bromo-4-iodoperfluorobutane BrC(C(C(C(I)(F)F)(F)F)(F)F)(F)F